The molecule is a member of the class of xanthones that is methyl 9H-xanthene-1-carboxylate substituted by hydroxy group at positions 2 and 8, a hydroxymethyl group at position 6 and an oxo group at position 9. It has been isolated from the sea fan derived fungus Aspergillus sydowii. It has a role as an Aspergillus metabolite. It is an aromatic ester, a polyphenol and a member of xanthones. COC(=O)C1=C(C=CC2=C1C(=O)C3=C(C=C(C=C3O2)CO)O)O